CN1N=CC(=C1)C1N(C(=CC=N1)C1=CC=C(C=C1)OC(F)(F)F)C(C(F)(F)F)(CO)CO 2-(1-Methyl-1H-pyrazol-4-yl)-N-[1,1,1-trifluoro-3-hydroxy-2-(hydroxymethyl)propan-2-yl]-6-[4-(trifluoromethoxy)phenyl]pyrimidin